1-(1,3-benzodioxol-5-yl)-N-[[5-(4-bromophenyl)furan-2-yl]methyl]methanamine O1COC2=C1C=CC(=C2)CNCC=2OC(=CC2)C2=CC=C(C=C2)Br